2-fluoro-4-[[2-(3-fluoro-3-methyl-pyrrolidin-1-yl)-4-pyridyl]oxy]aniline FC1=C(N)C=CC(=C1)OC1=CC(=NC=C1)N1CC(CC1)(C)F